3H-pyrazolo[4,3-f]quinoline C1=NNC=2C1=C1C=CC=NC1=CC2